ClC=1C=CC2=C(N=C(S2)C2CCN(CC2)CC)C1 5-chloro-2-(α-ethylpiperidin-4-yl)benzo[d]thiazole